C(C)(=O)OCCC1=NC=2C(=C3C(CCN(CC3)C)=CC2)N1 2-(8-Methyl-1,6,7,8,9,10-hexahydroimidazo[4',5':3,4]benzo[1,2-d]azepine-2-yl)ethyl acetate